BrC=1C(=C(SC1)NC(CN1C(CCC2=NC=CC=C12)=O)=O)C1=NC=NN1 N-(4-Bromo-3-(1H-1,2,4-triazol-5-yl)thiophen-2-yl)-2-(2-oxo-3,4-dihydro-1,5-naphthyridin-1(2H)-yl)acetamide